4-(1-Naphthyl)-5-phenyl-2-(2-thienyl)imidazole C1(=CC=CC2=CC=CC=C12)C=1N=C(NC1C1=CC=CC=C1)C=1SC=CC1